FC(C1=CC=C(S1)C=1C=C2C(=NC1)N(C(N2)=O)C)F 6-[5-(Difluoromethyl)-2-thienyl]-3-methyl-2-oxo-imidazo[4,5-b]pyridin